FC1(CC(C1)C1=NNC(=N1)C1CC2(CN(C2)C(=O)N2CC3(C2)CC(C3)CC=3C=CC(=C(C#N)C3)C(F)(F)F)C1)F 5-[[2-[6-[3-(3,3-difluorocyclobutyl)-1H-1,2,4-triazol-5-yl]-2-azaspiro[3.3]heptane-2-carbonyl]-2-azaspiro[3.3]heptan-6-yl]methyl]-2-(trifluoromethyl)benzonitrile